BrC=1C=C(C=CC1)C1(CC(C1)(OC)OC)C(=O)O 1-(3-bromophenyl)-3,3-dimethoxycyclobutanecarboxylic acid